CN(CCCN1CCN(CC1)C(=O)C=1C=CC2=C(N=C(S2)CNC(=O)C2(CC3=CC=CC=C3C2)CC(=O)O)C1)C 2-[2-[[5-[4-[3-(dimethylamino)propyl]piperazine-1-carbonyl]-1,3-benzothiazol-2-yl]methylcarbamoyl]indan-2-yl]acetic Acid